3-((2-chloro-4-fluorophenyl)amino)-4-((4-(5-(chlorodifluoromethyl)-1,2,4-oxadiazol-3-yl)benzyl)(methyl)amino)cyclobut-3-ene-1,2-dione ClC1=C(C=CC(=C1)F)NC=1C(C(C1N(C)CC1=CC=C(C=C1)C1=NOC(=N1)C(F)(F)Cl)=O)=O